C(C)(C)(C)OC(N(C=1C=NC(=CC1)OC1=CC(=C(C=C1)C)OC)C=1C(=NC=CC1)N)=O N-(2-aminopyridin-3-yl)-N-[6-(3-methoxy-4-methylphenoxy)pyridin-3-yl]carbamic acid tert-butyl ester